1-methyl-7-methylsulfonyl-3-[(4S)-8-methyl-1-(2,2,2-trifluoroacetyl)-3,4-dihydro-2H-quinolin-4-yl]-4H-pyrimido[4,5-d]pyrimidin-2-one CN1C(N(CC=2C1=NC(=NC2)S(=O)(=O)C)[C@H]2CCN(C1=C(C=CC=C21)C)C(C(F)(F)F)=O)=O